CC(C)CCCC(C)CCCC(C)CCCC(C)C(C(=O)SCCNC(=O)CCNC(=O)[C@@H](C(C)(C)COP(=O)(O)OP(=O)(O)OC[C@@H]1[C@H]([C@H]([C@@H](O1)N2C=NC3=C(N=CN=C32)N)O)OP(=O)(O)O)O)O The molecule is a multi-methyl-branched fatty acyl-CoA having 2-hydroxyphytanoyl as the S-acyl group. It is a hydroxy fatty acyl-CoA, a long-chain fatty acyl-CoA, a multi-methyl-branched fatty acyl-CoA and an 11,12-saturated fatty acyl-CoA. It derives from a phytanoyl-CoA and a 2-hydroxyphytanic acid. It is a conjugate acid of a 2-hydroxyphytanoyl-CoA(4-).